ClC=1C=C2C=C(NC2=CC1C=1C=NC(=CC1)C1CC1)CNC(C)=O N-((5-chloro-6-(6-cyclopropylpyridin-3-yl)-1H-indol-2-yl)methyl)acetamide